FC(C(=O)N1CC(C1)N1C(N(C2=NC=CC(=C21)C(=O)N2CC(C2)O)C2=CC=C(C=C2)C(F)(F)F)=O)=C 1-[1-(2-fluoroacryloyl)azetidin-3-yl]-7-[(3-hydroxyazetidin-1-yl)carbonyl]-3-[4-(trifluoromethyl)phenyl]-2,3-dihydro-1H-imidazo[4,5-b]pyridin-2-one